2-[3-(methoxyamino)azetidin-1-yl]-4-methyl-5-oxo-8-(1,3-thiazol-2-yl)-5H,8H-pyrido[2,3-d]pyrimidine-6-carboxylic acid ethyl ester C(C)OC(=O)C=1C(C2=C(N=C(N=C2C)N2CC(C2)NOC)N(C1)C=1SC=CN1)=O